C1(CC1)NC1=NC(=NC=C1C(F)(F)F)NC1=C2C(=NC=C1)N(N=C2)S(=O)(=O)C2CC2 N4-cyclopropyl-N2-(1-(cyclopropylsulfonyl)-1H-pyrazolo[3,4-b]pyridin-4-yl)-5-(trifluoromethyl)pyrimidine-2,4-diamine